FC1=C(C=C(C=C1)F)[C@H]1C2CC2CN1 (2R)-2-(2,5-difluorophenyl)-3-azabicyclo[3.1.0]hexane